5-amino-8-(2,6-dimethyl-4-pyridinyl)-2-[(1,1-dioxothiacyclohexan-3-yl)methyl]-7-phenyl-[1,2,4]triazolo[4,3-c]pyrimidin-3-one NC1=NC(=C(C=2N1C(N(N2)CC2CS(CCC2)(=O)=O)=O)C2=CC(=NC(=C2)C)C)C2=CC=CC=C2